CC(C(=O)C1=CC=CC=C1)(C)C1=CC=CC=C1 2,2-dimethyl-diphenylethanone